N[C@H](C)C(=O)OC([C@H](O)C)=O D-alanyl-D-lactate